O1CC[C@H]2N(CC[C@H]21)C2=NC(=NC(=C2)Cl)OCC2OCCC2 4-[(3aR,6aR)-hexahydro-2H-furo[3,2-b]pyrrol-4-yl]-6-chloro-2-[(oxolan-2-yl)methoxy]pyrimidin